N1=CC(=CC=C1)OCCNCCOC=1C=NC=CC1 bis[2-(3-pyridyloxy)ethyl]amine